5-chloro-2-{[(3R)-3-(methoxymethyl)pyrrolidin-1-yl]methyl}-7,8-dihydro-6H-spiro[[1,3]oxazolo[5,4-f]quinazoline-9,1'-cyclohexan]-7-one ClC=1C=C2C(=C3C1NC(NC31CCCCC1)=O)OC(=N2)CN2C[C@@H](CC2)COC